2-(2-amino-5-chloro-4-(hydroxymethyl)phenyl)-4-cyclopropyl-1,1,1-trifluorobut-3-yn-2-ol NC1=C(C=C(C(=C1)CO)Cl)C(C(F)(F)F)(C#CC1CC1)O